C(C)OC(=O)C1(C(NCCC1)=O)NC(=O)C1=C(OC2=C1C=C(C=C2)OCC2=CC=NN2CC(F)F)C.CS(=O)(=O)C2=CC=C(C=C2)CC 1-(4-methylsulfonylphenyl)ethane ethyl-3-(5-((1-(2,2-difluoroethyl)-1H-pyrazol-5-yl)methoxy)-2-methylbenzofuran-3-carboxamido)-2-oxopiperidine-3-carboxylate